4-oxo-4-(prop-2-yne-1-yloxy)butyric acid O=C(CCC(=O)O)OCC#C